C12N(CC(NC1)C2)C#N 2,5-diazabicyclo[2.2.1]heptane-2-carbonitrile